FC1=C(C(=O)N2C(CCC2)C2=NC(C(=C3N2CCN(C3=O)CCOC3=CC=CC=C3)O)=O)C(=CC=C1)F 6-(1-(2,6-difluorobenzoyl)pyrrolidin-2-yl)-9-hydroxy-2-(2-phenoxyethyl)-3,4-dihydro-2H-pyrazino[1,2-c]pyrimidine-1,8-dione